C1(CCCC1)C=1C=C(C(=NC1)NC(C1=C(C=CC(=C1)[N+](=O)[O-])SC1=NN=CN1CCCOC)=O)F N-(5-cyclopentyl-3-fluoropyridin-2-yl)-2-{[4-(3-methoxypropyl)-4H-1,2,4-triazol-3-yl]sulfanyl}-5-nitrobenzamide